COC(=O)C=1C(N(C=CC1)C1CC(C1)O)=O ((1r,3r)-3-hydroxycyclobutyl)-2-oxo-1,2-dihydropyridine-3-carboxylic acid methyl ester